2,7-dichloro-9-fluoro-4H-chromeno[3,4-d]thiazole ClC=1SC2=C(N1)COC=1C=C(C=C(C12)F)Cl